N-(5-(2-(7-azaspiro[3.5]nonan-7-yl)acetamido)-2-methylpyridin-3-yl)-7-(3,4-dihydro-2H-pyran-6-yl)-[1,2,4]triazolo[4,3-a]pyridine-3-carboxamide C1CCC12CCN(CC2)CC(=O)NC=2C=C(C(=NC2)C)NC(=O)C2=NN=C1N2C=CC(=C1)C1=CCCCO1